3-(1-(3-ethoxyphenyl)-2-(methylthio)ethyl)-6-(1-(tetrahydro-2H-pyran-2-yl)-1H-pyrazol-4-yl)quinazolin-4(3H)-one C(C)OC=1C=C(C=CC1)C(CSC)N1C=NC2=CC=C(C=C2C1=O)C=1C=NN(C1)C1OCCCC1